C1=CC(=C(C(=C1Cl)C(=O)O)Cl)Cl The molecule is a chlorobenzoic acid that is benzoic acid in which the hydrogens at positions 2, 3, and 6 have been replaced by chlorines. A synthetic auxin, it is used as a post-emergence herbicide to control weeds in various cereal crops. Not approved for use within the European Union. It has a role as a synthetic auxin, a herbicide and an agrochemical. It is a trichlorobenzene and a chlorobenzoic acid.